(6-(4-Fluorophenyl)pyrazin-2-yl)(2-methyl-3,4-dihydroquinolin-1(2H)-yl)-methanone FC1=CC=C(C=C1)C1=CN=CC(=N1)C(=O)N1C(CCC2=CC=CC=C12)C